methyl N-[5-(6-bromo-4-methyl-benzimidazol-1-yl)-2-pyridyl]carbamate BrC=1C=C(C2=C(N(C=N2)C=2C=CC(=NC2)NC(OC)=O)C1)C